CN(C(C=C)=O)C.C(=C)P(O)(O)=O vinyl-phosphonic acid N,N-dimethylacrylamide